C(C)[C@H]1OC2=C([C@@H](N(C1)CC1=CC(=CC=3C=CSC31)[C@@H](CC(=O)O)C3=C(C1=C(N(N=N1)C)C(=C3)C)C)C)N=CC=C2 (3R)-3-(7-{[(2R,5S)-2-ethyl-5-methyl-2,3-dihydropyrido[2,3-f][1,4]oxazepin-4(5H)-yl]methyl}-1-benzothien-5-yl)-3-(1,4,7-trimethyl-1H-benzotriazol-5-yl)propanoic acid